C(C)(C)(C)C=1N=C(NC1)CN1CC2(CN(C2)C(=O)N2CC3(C2)CC(C3)N3N=C(N=C3)C(F)(F)F)C1 [6-[(4-tert-butyl-1H-imidazol-2-yl)methyl]-2,6-diazaspiro[3.3]heptan-2-yl]-[6-[3-(trifluoromethyl)-1,2,4-triazol-1-yl]-2-azaspiro[3.3]heptan-2-yl]methanone